C(C)N(C=1C(C(C1NCC1=CC=C(C=C1)C1=NOC(=N1)C(F)(F)F)=O)=O)C 3-(ethyl(methyl)amino)-4-((4-(5-(trifluoromethyl)-1,2,4-oxadiazol-3-yl)benzyl)amino)cyclobut-3-ene-1,2-dione